O=C1NC2C(N1)CSC2 2-oxo-hexahydro-1H-thieno[3,4-d]imidazole